N,N'-((9S,19S)-14-(6-aminohexanoyl)-1-mercapto-9-(3-mercaptopropanamido)-3,10,18-trioxo-4,11,14,17-tetraazatricosane-19,23-diyl)bis(3-mercaptopropanamide) NCCCCCC(=O)N(CCNC([C@H](CCCCNC(CCS)=O)NC(CCS)=O)=O)CCNC([C@H](CCCCNC(CCS)=O)NC(CCS)=O)=O